citric acid, chloride C(CC(O)(C(=O)Cl)CC(=O)Cl)(=O)Cl